ethyl 2-[5-[5-[(1R)-1-(3,5-dimethylpyridazin-4-yl)ethoxy]-1H-indazol-3-yl]-2-pyridyl]-2,8-diazaspiro[3.5]nonane-8-carboxylate CC=1N=NC=C(C1[C@@H](C)OC=1C=C2C(=NNC2=CC1)C=1C=CC(=NC1)N1CC2(C1)CCCN(C2)C(=O)OCC)C